C(CCC)OC(=O)C1C(C(CCC1)C)C(=O)OCCCC 3-methylcyclohexane-1,2-dicarboxylic acid dibutyl ester